ClC=1C(=C(C=CC1)NC1=NC=NC2=CC(=C(C=C12)[N+](=O)[O-])C#CC12CN(CC2C1)C)F N-(3-chloro-2-fluorophenyl)-7-((3-methyl-3-azabicyclo[3.1.0]hexane-1-yl)ethynyl)-6-nitroquinazolin-4-amine